N1CCC(=CC1)C=1NC2=C(C=CC=C2C1)C(=O)N 2-(1,2,3,6-tetrahydropyridin-4-yl)-1H-indole-7-carboxamide